([1,1'-biphenyl]-4-yl-d9)boric acid C1(=C(C(=C(C(=C1[2H])[2H])OB(O)O)[2H])[2H])C1=C(C(=C(C(=C1[2H])[2H])[2H])[2H])[2H]